N-(quinolin-8-yl)-4-methoxybenzamide N1=CC=CC2=CC=CC(=C12)NC(C1=CC=C(C=C1)OC)=O